gadolinium (2S,2'S,2''S)-2,2',2''-{10-[(1S)-5-(4-butoxyphenyl)-1-carboxypentyl]-1,4,7,10-tetraazacyclododecane-1,4,7-triyl}tris(3-hydroxypropanoate) C(CCC)OC1=CC=C(C=C1)CCCC[C@@H](C(=O)O)N1CCN(CCN(CCN(CC1)[C@H](C(=O)[O-])CO)[C@H](C(=O)[O-])CO)[C@H](C(=O)[O-])CO.[Gd+3]